BrC=1C(=NC(=CC1)CS(=O)(=O)C)OC 3-bromo-2-methoxy-6-((methylsulfonyl)methyl)pyridine